ClC1=C(C=CC(=C1)Cl)C=1N=C(SC1)NC 4-(2,4-dichlorophenyl)-N-methylthiazol-2-amine